NC1=NC2=C(C=3N1N=C(N3)C3=NC=CC=C3)C(=C(N2CCN2CCN(CC2)C2=NC=CC=N2)C(=O)O)C 5-amino-9-methyl-2-(pyridin-2-yl)-7-(2-(4-(pyrimidin-2-yl)piperazin-1-yl)ethyl)-7H-pyrrolo[3,2-e][1,2,4]triazolo[1,5-c]pyrimidine-8-carboxylic acid